C(N)(O[C@H](C(=O)N[C@H](C(O)P(=O)(OCC)OCC)CCC(=O)N(C)CC(=O)NCC)C(C1CCCCC1)CC1=CC(=CC=C1)Cl)=O 3-chlorobenzyl((2S)-3-cyclohexyl-1-(((2S)-1-(diethoxyphosphoryl)-5-((2-(ethylamino)-2-oxoethyl) (methyl)amino)-1-hydroxy-5-oxopentan-2-yl) amino)-1-oxopropan-2-yl) carbamate